3-chloro-N-[2,6-difluoro-4-[2-(5-fluoro-3-pyridinyl)ethynyl]phenyl]-5-fluoro-2-methyl-benzenesulfonamide ClC=1C(=C(C=C(C1)F)S(=O)(=O)NC1=C(C=C(C=C1F)C#CC=1C=NC=C(C1)F)F)C